ClC1=NC=C2C3=C1C=CN3CCCO2 3-chloro-8,9-dihydro-7H-6-oxa-4,9a-diazabenzo[cd]azulene